(4''-chloro-[1,1':4',1''-terphenyl]-2-yl)-9H-carbazole ClC1=CC=C(C=C1)C1=CC=C(C=C1)C1=C(C=CC=C1)C1=CC=CC=2C3=CC=CC=C3NC12